6-[3-[1-[2-(2,2-difluoroethoxy)-4-pyridyl]-2,2-difluoro-ethoxy]-1-methyl-pyrazolo[3,4-c]pyridazin-5-yl]-2H-1,2,4-triazine-3,5-dione FC(COC1=NC=CC(=C1)C(C(F)F)OC1=NN(C2=NN=C(C=C21)C=2C(NC(NN2)=O)=O)C)F